stearoyl-monoethanolamine stearate C(CCCCCCCCCCCCCCCCC)(=O)O.C(CCCCCCCCCCCCCCCCC)(=O)C(O)CN